CC=1C=C(C=C(C1)C)NC1=COC2=C1C=CC=C2 N-(3,5-dimethylphenyl)benzofuran-3-amine